OC(C(=O)N(C)C1CCC(CC1)N1N=C2C=C(C(=CC2=C1)C(=O)NC=1C=NN2C1N=CC=C2)OC)(C)C 2-((1r,4r)-4-(2-hydroxy-N,2-dimethylpropionamido)cyclohexyl)-6-methoxy-N-(pyrazolo[1,5-a]pyrimidin-3-yl)-2H-indazole-5-carboxamide